C(C)(C)C=1C(NC=CN1)=O 3-isopropylpyrazin-2(1H)-one